Ethyl 2-(4-((2,5-dioxo-3-phenylimidazolin-1-yl) methyl)-2,6-dimethylphenoxy)-2-methylpropionate O=C1N(C(CN1C1=CC=CC=C1)=O)CC1=CC(=C(OC(C(=O)OCC)(C)C)C(=C1)C)C